S1C(=NC2=C1C=CC=C2)C(CC2=CC(=CC=C2)\C(\N)=N/O)NS(=O)(=O)C=2C=C(NC(CN(C(OC(C)(C)C)=O)C)=O)C=CC2 tert-butyl N-[2-[3-[[1-(1,3-benzothiazol-2-yl)-2-[3-[(E)-N'-hydroxycarbamimidoyl]phenyl]ethyl]sulfamoyl]anilino]-2-oxo-ethyl]-N-methyl-carbamate